tert-butyl 2-(4-chloro-2-fluorophenyl)-3-iodo-6,7-dihydropyrazolo[1,5-a]pyrazine-5(4H)-carboxylate ClC1=CC(=C(C=C1)C1=NN2C(CN(CC2)C(=O)OC(C)(C)C)=C1I)F